C1C(CC2=CC=CC=C12)NC(=O)C1=C(N=C2OC=CN21)C2=CC1=CC=CC=C1C=C2 N-(2,3-dihydro-1H-inden-2-yl)-6-(naphthalen-2-yl)imidazo[2,1-b]oxazole-5-carboxamide